C(C)C(CCC=1SC2=C(N1)C=C1C(N=C(S1)CCC(CCCC)CC)=C2)CCCC 2,6-bis-(3-ethyl-heptyl)-benzo[1,2-d:4,5-d']Bis-thiazole